(R)-3-((1R,3R)-1-(2,6-difluoro-4-((1-(3-fluoropropyl)azetidin-3-yl)amino)phenyl)-7-fluoro-3-methyl-3,4-dihydro-1H-pyrido[3,4-b]indol-2(9H)-yl)-2-fluoro-2-methylpropan-1-ol FC1=C(C(=CC(=C1)NC1CN(C1)CCCF)F)[C@H]1N([C@@H](CC2=C1NC1=CC(=CC=C21)F)C)C[C@@](CO)(C)F